NCCNCCC[Si](OC)(OC)C N-(beta-aminoethyl)gamma-aminopropyl-methyldimethoxysilane